CC=1N=C(C=2N(C1)C=C(N2)C2=C1C=NN=C(C1=CC=C2)N2CCN(CC2)C(=O)OC(C)(C)C)C tert-butyl 4-(5-[6,8-dimethylimidazo[1,2-a]pyrazin-2-yl]phthalazin-1-yl)piperazine-1-carboxylate